C[C@@]12CC(CC[C@H]2C1)=O (1S,6S)-1-methylbicyclo[4.1.0]heptan-3-one